4-((1S,3S)-3-hydroxycycloheptylamino)-2-((1r,4S)-4-methoxycyclohexylamino)pyrimidine-5-carboxamide Cbz(benzyl-(rac-(2R,3S,4S)-4-methyl-5-oxo-2-phenylpyrrolidin-3-yl)carbamate) C(=O)(OCC1=CC=CC=C1)N1[C@@H]([C@H]([C@@H](C1=O)C)N(C(O)=O)CC1=CC=CC=C1)C1=CC=CC=C1.O[C@@H]1C[C@H](CCCC1)NC1=NC(=NC=C1C(=O)N)NC1CCC(CC1)OC |&1:11,12,13|